C(C)(CC)NC(=CC(CC)=O)CC 5-(sec-butylamino)-4-hepten-3-one